C1=CC=CC=2C3=CC=CC=C3N(C12)C1=CC=C(C=C1)C=1C(=C(C=2C(C3=CC(=CC=C3C2C1)NC1=CC=CC=C1)(C)C)C1=CC=C(C=C1)N1C2=CC=CC=C2C=2C=CC=CC12)NC1=CC=CC=C1 bis[4-(carbazol-9-yl)phenyl]-N,N'-diphenyl-9,9-dimethylfluoren-2,7-diamine